N'-[4-(1-methyl-3-difluoromethyl-1H-pyrazol-5-oxy)-2,5-dimethylphenyl]-N-ethyl-N-methylformamidine CN1N=C(C=C1OC1=CC(=C(C=C1C)N=CN(C)CC)C)C(F)F